[Si](C)(C)(C(C)(C)C)OC=1C=C(C2=CC=CC=C2C1)C1C(CC=2C(=NC(=NC2C1)SC)N1[C@H](CN(CC1)C(=O)OC(C)(C)C)C)C tert-butyl (3S)-4-[7-[3-[tert-butyl(dimethyl)silyl]oxy-1-naphthyl]-6-methyl-2-methylsulfanyl-5,6,7,8-tetrahydroquinazolin-4-yl]-3-methyl-piperazine-1-carboxylate